4-(2-chloro-3-(9-(2-methoxy-5-methylbenzyl)-6-(1-methylcyclopropoxy)-9H-purin-8-yl)phenoxy)-3-methylbutanoic acid ClC1=C(OCC(CC(=O)O)C)C=CC=C1C=1N(C2=NC=NC(=C2N1)OC1(CC1)C)CC1=C(C=CC(=C1)C)OC